4-(1-(2,3-dimethyl-phenyl)ethyl)-1H-imidazole CC1=C(C=CC=C1C)C(C)C=1N=CNC1